2-chloro-N-(4-(3-(piperidin-1-yl)cyclobutoxy)phenyl)acetamide ClCC(=O)NC1=CC=C(C=C1)OC1CC(C1)N1CCCCC1